COC=1C=C(CN(C=2SC=C(N2)COCCN2CC(N(CC2)C)=O)CC2=CC(=CC=C2)OC)C=CC1 4-(2-((2-(bis(3-methoxybenzyl)amino)thiazol-4-yl)methoxy)ethyl)-1-methylpiperazin-2-one